(E)-3,7-dimethyl-oct-2,6-dien-1-ol C\C(=C/CO)\CCC=C(C)C